N-(2-carbamoyl-4-chloro-6-methyl-phenyl)-2-(3-chloro-2-pyridyl)-5-[[5-(2-pyridyl)tetrazol-2-yl]methyl]pyrazole-3-carboxamide C(N)(=O)C1=C(C(=CC(=C1)Cl)C)NC(=O)C=1N(N=C(C1)CN1N=C(N=N1)C1=NC=CC=C1)C1=NC=CC=C1Cl